N,N-bis(cis-4-(sec-butyl)cyclohexyl)-5-nitroisophthalamide tert-Butyl-2-(4-[3-cyano-4-methoxypyrazolo[1,5-a]pyridin-6-yl]-5-methylpyrazol-1-yl)-7-azaspiro[3.5]nonane-7-carboxylate C(C)(C)(C)OC(=O)N1CCC2(CC(C2)N2N=CC(=C2C)C=2C=C(C=3N(C2)N=CC3C#N)OC)CC1.C(C)(CC)[C@H]1CC[C@H](CC1)N(C(C1=CC(C(=O)N)=CC(=C1)[N+](=O)[O-])=O)[C@@H]1CC[C@@H](CC1)C(C)CC